COC1=CC=C(C=C1)C1=NOC(=N1)N1CCC(CC1)C(=O)NC[C@H](C)OC (S)-1-(3-(4-methoxyphenyl)-1,2,4-oxadiazol-5-yl)-N-(2-methoxypropyl)piperidine-4-carboxamide